FC(C1=CC=CC=2N1N=C(C2)[C@H]2N(CCC1=C2N=CN1)C(=O)C=1OC(=NN1)C1=NC=CN=C1)F (S)-(4-(7-(difluoromethyl)pyrazolo[1,5-a]pyridin-2-yl)-6,7-dihydro-1H-imidazo[4,5-c]pyridin-5(4H)-yl)(5-(pyrazin-2-yl)-1,3,4-oxadiazol-2-yl)methanone